1-3-aminopropyl-imidazole n-pentyl-isononyl-phthalate C(CCCC)C=1C(=C(C(C(=O)O)=CC1)C(=O)O)CCCCCCC(C)C.NCCCN1C=NC=C1